6-(difluoromethoxy)-1H-indole-3-sulfonyl chloride FC(OC1=CC=C2C(=CNC2=C1)S(=O)(=O)Cl)F